C1(CCCCC1)[C@H](C)OC1=C(C(=O)NC2=NN(C=C2C)C)C=C(C(=C1)N1N=C(N(C1=O)C)CC)F 2-[(1S)-1-cyclohexylethoxy]-N-(1,4-dimethyl-1H-pyrazol-3-yl)-4-(3-ethyl-4-methyl-5-oxo-4,5-dihydro-1H-1,2,4-triazol-1-yl)-5-fluorobenzamide